pyridin-6(2H)-one N1CCC=CC1=O